5-methyl-2-[2-oxo-4-(2,2,3,3,16-pentamethyl-4,7,10,13-tetraoxa-16-aza-3-silaoctadeca-18-yl)pyridin-1-yl]hexanoic acid CC(CCC(C(=O)O)N1C(C=C(C=C1)CCN(CCOCCOCCOCCO[Si](C(C)(C)C)(C)C)C)=O)C